CCCCN1C2=CC=CC=C2C(=C(C1=O)C(=O)NC3=NN=C(S3)CC)O The molecule is a member of the class of quinolones that is the amide obtained from formal condensation of the carboxy group of 1-allyl-4-hydroxy-2-oxo-1,2-dihydroquinoline-3-carboxylic acid with the amino group of 2-amino-3-ethyl-1,3,4-thiadizole. It is a monocarboxylic acid amide, a monohydroxyquinoline, a quinolone and a member of thiadiazoles.